6-(1-((1-(2-(2,6-dioxopiperidin-3-yl)-1,3-dioxoisoindolin-5-yl)azetidin-3-yl)methyl)piperidin-4-yl)pyridin O=C1NC(CCC1N1C(C2=CC=C(C=C2C1=O)N1CC(C1)CN1CCC(CC1)C1=CC=CC=N1)=O)=O